tert-butyl ((1-(3-((3-chloro-2-(1-methyl-1H-pyrazol-4-yl)pyridin-4-yl)oxy)-1-(4-methoxybenzyl)-1H-pyrazolo[3,4-b]pyrazin-6-yl)-4-methylpiperidin-4-yl)methyl)carbamate ClC=1C(=NC=CC1OC1=NN(C2=NC(=CN=C21)N2CCC(CC2)(C)CNC(OC(C)(C)C)=O)CC2=CC=C(C=C2)OC)C=2C=NN(C2)C